CC1N2CCC(C1)C2 2-Methyl-azanorbornane